COC=1C(=NC(=NC1NC1=NNC(=C1)C)SC1=CC=C(C=C1)NC(=O)C1CC1)N1CCN(CC1)C(CCOC)=O N-(4-((5-methoxy-4-(4-(3-methoxypropanoyl)piperazin-1-yl)-6-((5-methyl-1H-pyrazol-3-yl)amino)pyrimidin-2-yl)thio)phenyl)cyclopropanecarboxamide